N12C(CCNC2CCC1)CC1=CC=C(C=C1)CC1N2CCCC2NCC1 1,4-bis(1,5-diazabicyclo[4.3.0]nonanylmethyl)benzene